COC(=O)C1[N+](C=C(C=C1S(=O)(=O)CC)C(F)(F)F)=O 3-Ethylsulfonyl-1-oxo-5-(trifluoromethyl)pyridin-1-ium-2-carboxylic acid methyl ester